IC1=CC=C2C=C(C(N(C2=C1)C1=CC=C2C=CN=CC2=C1)=O)C(=O)[O-] 7-iodo-1-(isoquinolin-7-yl)-2-oxo-1,2-dihydroquinoline-3-carboxylate